N-(1-(3-bromo-5-chlorophenyl)cyclopropyl)-5-methoxy-2-methylbenzamide BrC=1C=C(C=C(C1)Cl)C1(CC1)NC(C1=C(C=CC(=C1)OC)C)=O